5-fluoro-6-((5-methyl-1H-pyrazol-3-yl)amino)pyridin FC=1C=CC=NC1NC1=NNC(=C1)C